N1=CC=CC2=C(C=C3C=CC=NC3=C12)NC(CCCCCCCC)=O N-(1,10-Phenanthrolin-5-yl)nonanamide